OC(CCCCCCCCC(=O)O)CC=CCCCCCCCCC 10-Hydroxy-docos-12-enoic acid